BrC=1C(=CC=2C3=C(C(=NC2C1F)OC[C@H]1N(CCC1)C)N=NN3[C@@H]3C[C@H](N(CC3)C(=O)OC(C)(C)C)CC#N)C tert-butyl (2S,4S)-4-(7-bromo-6-fluoro-8-methyl-4-(((S)-1-methyl-pyrrolidin-2-yl)methoxy)-1H-[1,2,3]triazolo[4,5-c]quinolin-1-yl)-2-(cyanomethyl)piperidine-1-carboxylate